C(=O)(O)CCC(=O)C1=CC2=C([Se]1)C=C(C(=C2)OCCCOC2=CC1=C([Se]C(=C1)C(CC(C(=O)O)CC)=O)C=C2OC)OC 4-(5-(3-((2-(3-carboxypropionyl)-6-methoxybenzo[b]selenophen-5-yl)oxy)propoxy)-6-methoxybenzo[b]selenophen-2-yl)-2-ethyl-4-oxobutanoic acid